C(C)C1=C(C=2C=CC(=C(C2C=C1)N)CC)N 2,6-diethylnaphthalene-1,5-diamine